OC=1C=C(C=CC1)C1=NC(=CC(=N1)N=S(=O)(C)C)N1[C@@H](COCC1)C (R)-((2-(3-hydroxy-phenyl)-6-(3-methyl-morpholino)pyrimidin-4-yl)imino)dimethyl-λ6-sulfanone